methyl (Z)-3-(3-(1-cyanocyclopropyl)-7-fluoro-1-(tetrahydro-2H-pyran-2-yl)-1H-indazol-6-yl)-2-fluoroacrylate C(#N)C1(CC1)C1=NN(C2=C(C(=CC=C12)\C=C(\C(=O)OC)/F)F)C1OCCCC1